CC1=CC=C(C=C1)S(=O)(=O)OC1=NNC(C2=C1N(N=C2)C)=O 1-methyl-4-oxo-4,5-dihydro-1H-pyrazolo[3,4-d]pyridazin-7-yl 4-methylbenzenesulfonate